C(C(=C)C)(=O)OCCC(=O)O 3-(methacryloyloxy)propionic acid